6-O-acetyl-2,3,4-tri-O-valeryl-D-glucopyranose C(C)(=O)OC[C@@H]1[C@H]([C@@H]([C@H](C(O)O1)OC(CCCC)=O)OC(CCCC)=O)OC(CCCC)=O